C(#C)C1=C(NC2=CC=C(C=C12)F)C(=O)C=1C=NC=CC1 (3-ethynyl-5-fluoro-1H-indol-2-yl)(pyridin-3-yl)methanone